BrC1=CC2=C(C(N(C=C2)[C@H](C(=O)N[C@@H](C[C@H]2C(NCC2)=O)C#N)CC(C)C)=O)N1 (S)-2-(2-bromo-7-oxo-1,7-dihydro-6H-pyrrolo[2,3-c]pyridin-6-yl)-N-((S)-1-cyano-2-((S)-2-oxopyrrolidin-3-yl)ethyl)-4-methylpentanamide